O=C1NC(CCC1N1C(C2=CC=C(C=C2C1)CC=1C(=NC2=C(C=CC=C2C1C(=O)N)C)C1=CC=CC=C1)=O)=O ((2-(2,6-dioxopiperidin-3-yl)-1-oxoisoindolin-5-yl)methyl)-8-methyl-2-phenylquinoline-4-carboxamide